ClC1=NC=CC(=N1)N1C=C(C2=CC=CC=C12)C(=O)N 1-(2-chloro-pyrimidin-4-yl)-1H-indole-3-carboxylic acid amide